2-chloro-N-(6-(8-ethyl-2-(((1r,4r)-4-(methylamino)cyclohexyl)amino)quinazolin-6-yl)pyridazin-3-yl)benzenesulfonamide tert-butyl-(E)-4-(azetidin-1-yl)but-2-enoate C(C)(C)(C)OC(\C=C\CN1CCC1)=O.ClC1=C(C=CC=C1)S(=O)(=O)NC=1N=NC(=CC1)C=1C=C2C=NC(=NC2=C(C1)CC)NC1CCC(CC1)NC